[2H]C1C2(CC(=CC(C1[2H])(N2C(=O)OC)C)OS(=O)(=O)C(F)(F)F)C methyl 6,7-dideuterio-1,5-dimethyl-3-(trifluoromethylsulfonyloxy)-8-azabicyclo[3.2.1]oct-2-ene-8-carboxylate